FC(C(=O)O)(F)F.NC=1C2=C(N=CN1)N(C=C2C2=CC=C(C=C2)NC(=O)NC2=CC(=CC=C2)C(C(F)(F)F)(F)F)C(C)C 1-(4-(4-Amino-7-isopropyl-7H-pyrrolo[2,3-d]pyrimidin-5-yl)phenyl)-3-(3-(perfluoroethyl)phenyl)urea 2,2,2-trifluoroacetate